C(C)(C)(C)N1C[C@H]([C@@H](C1)C1=CC=C(C=C1)F)C 1-tert-Butyl-3-methyl-(-)-trans-4-(4-fluorophenyl)pyrrolidine